tert-Butyl (R)-4-(1-((4-(N,N-diethylsulfamoyl)phenyl)sulfonyl)piperidine-3-carboxamido)piperidine-1-carboxylate C(C)N(S(=O)(=O)C1=CC=C(C=C1)S(=O)(=O)N1C[C@@H](CCC1)C(=O)NC1CCN(CC1)C(=O)OC(C)(C)C)CC